C(C)(C)(C)OC(C(CC1=CC(=CC=C1)C1=NC(=C(C=C1)F)Cl)(C)C)=O 3-(3-(6-chloro-5-fluoropyridin-2-yl)phenyl)-2,2-dimethylpropionic acid tert-butyl ester